C(CCCCC=CCCCCCCCCCCCC)(=O)O Nonadec-6-enoic acid